Cl.NC1=C(C=2N(C=C1)N=CC2C(C#N)C)OC (5-amino-4-methoxypyrazolo[1,5-a]pyridin-3-yl)propionitrile hydrochloride